3-(1-methyl-7-((2-(piperidin-3-yl)ethyl)amino)-1H-indazol-3-yl)piperidine-2,6-dione CN1N=C(C2=CC=CC(=C12)NCCC1CNCCC1)C1C(NC(CC1)=O)=O